COC(CCCCCCCC)=O 1-nonanoic acid methyl ester